2,6-dichloro-4-cyclopentylsulfonyl-pyridine ClC1=NC(=CC(=C1)S(=O)(=O)C1CCCC1)Cl